O1C=CN=CC(=C1)N (R)-1,4-oxaazepin-6-amine